butyldimethylchlorosilane C(CCC)[Si](Cl)(C)C